F[C@H]1CCN(C1)C(C1=C(C=CC=C1)F)=O (3R,4S)-4-fluoro-1-(2-fluorobenzoyl)pyrrolidin